COC(=O)C1C(C(C1)C1=NC2=CC3=C(C=C2C(=C1C(C)C)C1=CC=C(C=C1)OC)C=NN3S(=O)(=O)C3=CC=C(C)C=C3)=O 3-[6-isopropyl-5-(4-methoxyphenyl)-1-(p-toluenesulfonyl)pyrazolo[4,3-g]Quinolin-7-yl]Oxocyclobutanecarboxylic acid methyl ester